6-bromo-2,7-dimethylimidazo[1,2-a]pyridine BrC=1C(=CC=2N(C1)C=C(N2)C)C